6-(2-ethylhexyloxy)-2-naphthylboronic acid C(C)C(COC=1C=C2C=CC(=CC2=CC1)B(O)O)CCCC